(Z)-2-(2,6-dioxopiperidin-3-yl)-5-(3-(4-(6-(4-(1-(4-hydroxyphenyl)-2-phenylbut-1-en-1-yl)phenoxy)pyridin-3-yl)piperazin-1-yl)propoxy)isoindoline-1,3-dione O=C1NC(CCC1N1C(C2=CC=C(C=C2C1=O)OCCCN1CCN(CC1)C=1C=NC(=CC1)OC1=CC=C(C=C1)\C(=C(\CC)/C1=CC=CC=C1)\C1=CC=C(C=C1)O)=O)=O